4,4-difluoro-2-butynoic acid anhydride FC(C#CC(=O)OC(C#CC(F)F)=O)F